C(C)OC(=O)C=1C(C=C2N(C(CC3=CC(=C(C=C23)OC)C=2C=NNC2)C(C)C)C1)=O 6-isopropyl-10-methoxy-2-oxo-9-(1H-pyrazol-4-yl)-6,7-dihydro-2H-pyrido[2,1-a]isoquinoline-3-carboxylic acid ethyl ester